(R or S)-2-(6-(2-(2-fluoro-5-(trifluoromethyl)benzyl)-2H-tetrazol-5-yl)pyridin-2-yl)-2-hydroxypropane-1-sulfonamide FC1=C(CN2N=C(N=N2)C2=CC=CC(=N2)[C@@](CS(=O)(=O)N)(C)O)C=C(C=C1)C(F)(F)F |o1:15|